C(C)(C)(C)OC(=O)N1[C@@H]2CN([C@H](C1)C2)C(C2=CC(=C(C=C2)C2=CC=C1C(=CC=NC1=C2)NC=2C=CC1=C(N=CS1)C2)F)=O.C(=C)(C)C2=C(N)C=CC=C2 2-isopropenyl-aniline (1S,4S)-tert-butyl-5-(4-(4-(benzo[d]thiazol-5-ylamino)quinolin-7-yl)-3-fluorobenzoyl)-2,5-diazabicyclo[2.2.1]heptane-2-carboxylate